2-cyclopropyl-N-(1,1-dimethylsilinan-4-yl)-6-methyl-4H-pyrrolo[2,3-d]thiazole-5-carboxamide C1(CC1)C=1SC2=C(N1)NC(=C2C)C(=O)NC2CC[Si](CC2)(C)C